O(C(=S)[S-])CCCCCCCCCCCCCCCCCC n-octadecyl xanthate